6-BENZYLOXYPYRIDINE-3-BORONIC ACID C(C1=CC=CC=C1)OC1=CC=C(C=N1)B(O)O